C1(CC1)C=1C=2CCN(C(C2C(=C2C1OC(O2)(C)C21CCC(CC2)(CC1)N(C)C)C)=O)CC=1C(NC(=CC1C)C)=O 9-cyclopropyl-6-((4,6-dimethyl-2-oxo-1,2-dihydropyridin-3-yl)methyl)-2-(4-(dimethylamino)bicyclo[2.2.2]octan-1-yl)-2,4-dimethyl-7,8-dihydro-[1,3]dioxolo[4,5-g]isoquinolin-5(6H)-one